4-[6-(2-Fluoro-6-methyl-benzyl)-3-hydroxy-pyridin-2-yl]-4-oxo-butyric acid ethyl ester C(C)OC(CCC(=O)C1=NC(=CC=C1O)CC1=C(C=CC=C1C)F)=O